FC(CN1N=NC2=C1C=C(C=C2)C=2C(=CN1N=C(N=C(C12)OC)N[C@@H]1[C@@H](CN(CC1)C1COC1)F)F)(C)F 5-(1-(2,2-difluoropropyl)-1H-benzo[d][1,2,3]triazol-6-yl)-6-fluoro-N-((3R,4S)-3-fluoro-1-(oxetan-3-yl)piperidin-4-yl)-4-methoxypyrrolo[2,1-f][1,2,4]triazin-2-amine